NC1=NC(=CC2=CC(=NC=C12)NC1=NC=CC(=C1)C(CC)(CC)N)N1C(OCC1)=O 3-(1-amino-6-((4-(3-aminopentan-3-yl)pyridin-2-yl)amino)-2,7-naphthyridin-3-yl)oxazolidin-2-one